C(#C)C1=CC(=CC=C1)C#C 1,3-diethynylbenzene